(S)-6-Chloro-N-(piperidin-3-yl)pyridazin-3-amine ClC1=CC=C(N=N1)N[C@@H]1CNCCC1